5-(4-((2-methyl-2,4,5,7-tetrahydropyrano[3,4-c]pyrazol-4-yl)methoxy)phenyl)-2-oxo-6-(trifluoromethyl)-1,2-dihydropyridine-3-carboxamide CN1N=C2C(=C1)C(COC2)COC2=CC=C(C=C2)C=2C=C(C(NC2C(F)(F)F)=O)C(=O)N